N-(2,2-dimethylpropyl)-2-[[5-[5-(trifluoromethyl)-1,2,4-oxadiazol-3-yl]-2-thienyl]methyl]pyrazole-3-carboxamide CC(CNC(=O)C=1N(N=CC1)CC=1SC(=CC1)C1=NOC(=N1)C(F)(F)F)(C)C